C(C)(C)(C)C=1C=C(CP(OCCCCCCCCCCCCCCCCCC)(OCCCCCCCCCCCCCCCCCC)=O)C=C(C1O)C(C)(C)C dioctadecyl 3,5-di-tert-butyl-4-hydroxybenzylphosphonate